2-(4-cyclopropyl-2,6-dimethylphenyl)-6-(1,5,2-dioxaazepan-2-yl)-2,5-dihydro-4H-pyrazolo[3,4-d]pyrimidin-4-one C1(CC1)C1=CC(=C(C(=C1)C)N1N=C2N=C(NC(C2=C1)=O)N1OCCOCC1)C